potassium trifluoromethyl acetate C(C)(=O)OC(F)(F)F.[K]